ClC1=NC=C(C(=C1)C1=C(C(=O)NC=2SC(=NN2)C#CC2CC2)C=CC(=C1)CC(=O)N(C)C)OC 2-(2-chloro-5-methoxypyridin-4-yl)-N-(5-(cyclopropylethynyl)-1,3,4-thiadiazol-2-yl)-4-(2-(dimethylamino)-2-oxoethyl)benzamide